NC=1C(=NC(=CC1)C1=CC(=CC=C1)I)C(=O)N 3-amino-6-(3-iodophenyl)pyridineamide